iodooctanal IC(C=O)CCCCCC